C(C)(C)(C)OC(=O)NCCCCCCCN N-t-butoxycarbonyl-1,7-heptanediamine